Cl.CN(CCOC([C@@H](N(C(COC)=O)C1=C(C=CC=C1C)C)C)=O)C |r| N-(2,6-dimethylphenyl)-N-(methoxyacetyl)-DL-alanine 2-(dimethylamino)ethyl ester hydrochloride